BrCC(=O)C=1C=CC(=NC1Cl)C(=O)OC methyl 5-(2-bromoacetyl)-6-chloropicolinate